(Z)-2-cyano-4,4-dimethylpent-2-enoic acid C(#N)/C(/C(=O)O)=C/C(C)(C)C